ClC=1C(=C(C=CC1)[C@]1(CN(C(C2=CN=C(C(=C12)F)NC1CN(C1)C(=O)C=1N=NC=CC1)=O)C1=NC=C(C=C1)[C@@H]1NCCOC1)C)F (4R)-4-(3-Chloro-2-fluorophenyl)-5-fluoro-4-methyl-2-{5-[(3S)-morpholin-3-yl]pyridin-2-yl}-6-{[1-(pyridazine-3-carbonyl)azetidin-3-yl]amino}-3,4-dihydro-2,7-naphthyridin-1(2H)-one